CC(=CCCC(=O)OCCC(C)O)CCCC(CCCC(CCCC(C)C)C)C O-(5,9,13,17-tetramethyloctadec-4-enoyl)1,3-butanediol